1-[3-acetyl-6-[5-[(6-chloro-4-methoxy-pyridazin-3-yl)amino]benzimidazol-1-yl]-2-pyridyl]-5-methyl-pyrazole-3-carbonitrile C(C)(=O)C=1C(=NC(=CC1)N1C=NC2=C1C=CC(=C2)NC=2N=NC(=CC2OC)Cl)N2N=C(C=C2C)C#N